4-(4-(3,8-diazabicyclo[3.2.1]octan-3-yl)-6-chloro-8-fluoro-2-((1-(morpholinomethyl)cyclopropyl)methoxy)quinazolin-7-yl)benzo[d]oxazol-2-amine C12CN(CC(CC1)N2)C2=NC(=NC1=C(C(=C(C=C21)Cl)C2=CC=CC1=C2N=C(O1)N)F)OCC1(CC1)CN1CCOCC1